3-Methacryloxypropyl-triethoxysilan C(C(=C)C)(=O)OCCC[Si](OCC)(OCC)OCC